C(C1=CC=CC=C1)OC1=C(C2=CC=CC=C2C=C1)CC1=C(C=CC2=CC=CC=C12)OCCN(CC)CC {2-[(1-{[2-(benzyloxy)naphthalen-1-yl]methyl}naphthalen-2-yl)oxy]ethyl}diethylamine